C(C)OC(C[C@@H](C=1C(=C(C=C(C1F)C1CC1)C1=C(C(=CC=C1C)F)C)F)N[S@](=O)C(C)(C)C)=O (3S)-3-(((R)-tert-butylsulfinyl)amino)-3-(5-cyclopropyl-2,3',4-trifluoro-2',6'-dimethyl-[1,1'-biphenyl]-3-yl)propanoic acid ethyl ester